(6-(2-(2-amino-3-chloropyridin-4-yl)vinyl)-3-(1-amino-6-methoxy-1,3-dihydrospiro[indene-2,4'-piperidin]-1'-yl)pyrazin-2-yl)methanol NC1=NC=CC(=C1Cl)C=CC1=CN=C(C(=N1)CO)N1CCC2(CC1)C(C1=CC(=CC=C1C2)OC)N